ClC1=CC=C(COC2N(C3C=CCCC3(C2)C2=CC(=C(C=C2)OC)OC)C)C=C1 (4-chlorobenzyloxy)-3a-(3,4-dimethoxyphenyl)-1-methyl-2,3,3a,4,5,7a-hexahydro-1H-indole